N'-acetyl-4-amino-N-((2,2-difluorobenzo[d][1,3]dioxol-4-yl)methyl)-7-fluoro-N',1-dimethyl-1H-pyrazolo[4,3-c]quinoline-8-carbohydrazide C(C)(=O)N(N(C(=O)C1=CC=2C3=C(C(=NC2C=C1F)N)C=NN3C)CC3=CC=CC=1OC(OC13)(F)F)C